ClC=1C=NN2C1N=C(C=C2N2CC1(CC1)C(C2)(F)F)C=2C(=NC(=NC2)OC)OC 3-chloro-7-(7,7-difluoro-5-azaspiro[2.4]heptan-5-yl)-5-(2,4-dimethoxypyrimidin-5-yl)pyrazolo[1,5-a]pyrimidine